NCCN1CC(C1)(C#N)O[Si](C1=CC=CC=C1)(C1=CC=CC=C1)C(C)(C)C 1-(2-aminoethyl)-3-[(tert-butyldiphenylsilyl)oxy]azetidine-3-carbonitrile